1-(5-ethylpyrimidin-2-yl)ethan-1-one Tert-butyl-(E)-(1-((2-(((4-(3,5-dimethoxystyryl)phenoxy)carbonyl)oxy)ethyl)amino)-1-oxopropan-2-yl)carbamate C(C)(C)(C)N(C(O)=O)C(C(=O)NCCOC(=O)OC1=CC=C(C=C1)\C=C\C1=CC(=CC(=C1)OC)OC)C.C(C)C=1C=NC(=NC1)C(C)=O